Tert-butyl-2-bromo-6-fluoropyridine C(C)(C)(C)C=1C(=NC(=CC1)F)Br